(3-methylpyridin-2-yl)(phenyl)(2-(2-(pyridin-1-yl)ethenyl)phenyl)phosphine oxide CC=1C(=NC=CC1)P(C1=C(C=CC=C1)C=CN1CC=CC=C1)(C1=CC=CC=C1)=O